ClC=1C=C(C=NC1C(C)OC)NC(=O)C=1C=NN(C1C(F)(F)F)C=1C=2N(C(=CC1)C#N)N=CC2 N-(5-chloro-6-(1-methoxyethyl)pyridin-3-yl)-1-(7-cyanopyrazolo[1,5-a]pyridin-4-yl)-5-(trifluoromethyl)-1H-pyrazole-4-carboxamide